F[B-](F)(F)F.FC(C1=CC=C(C=C1)[I+]C1=CC=C(C=C1)C(F)(F)F)(F)F di(4-trifluoromethylphenyl)iodonium tetrafluoroborate